C1(CC1)C1=NN(C=C1C1=CN=CC(=N1)N1CCC(CC1)(O)C1=CC(=C(C=C1)F)F)C 1-(6-(3-cyclopropyl-1-methyl-1H-pyrazol-4-yl)pyrazin-2-yl)-4-(3,4-difluorophenyl)piperidin-4-ol